COC=1C=C(C=CC1N1CC2(C1)CC(C2)C2=C(C(=NO2)C)NC(=O)O[C@H](C)C2=CC=CC=C2)C2(CC2)C(=O)O 1-(3-methoxy-4-{6-[3-methyl-4-({[(1R)-1-phenylethoxy]carbonyl}amino)-1,2-oxazol-5-yl]-2-azaspiro[3.3]heptan-2-yl}phenyl)cyclopropane-1-carboxylic acid